7-{3-[endo-3-amino-8-azabicyclo[3.2.1]octan-8-yl]-5H-pyrrolo[2,3-b]pyrazin-7-yl}-8-chloro-N,N-dimethylquinolin-2-amine, hydrochloride salt Cl.NC1CC2CCC(C1)N2C2=CN=C1C(=N2)NC=C1C1=CC=C2C=CC(=NC2=C1Cl)N(C)C